N-((fluoromethyl)(oxo)(phenyl)-λ6-sulfaneylidene)-4-methylbenzenesulfonamide FCS(=NS(=O)(=O)C1=CC=C(C=C1)C)(C1=CC=CC=C1)=O